C(C1=CC=CC=C1)OC(=O)N[C@@H](C(C)C)C(=O)ON1C(CCC1=O)=O 2,5-Dioxopyrrolidin-1-yl ((benzyloxy) carbonyl)-L-valinate